tert-butyl L-tyrosinate N[C@@H](CC1=CC=C(C=C1)O)C(=O)OC(C)(C)C